FC(=CCC#CC1=CC=C(C=C1)F)C1=CC=C(C=C1)C1=CC=CC=C1 4-(1-fluoro-5-(4-fluorophenyl)pent-1-en-4-yn-1-yl)-1,1'-biphenyl